PHENYLACETAT C1(=CC=CC=C1)CC(=O)[O-]